3-(5-(6-amino-4-methylpyridin-2-yl)-4-fluoro-1-oxoisoindolin-2-yl)piperidine-2,6-dione NC1=CC(=CC(=N1)C=1C(=C2CN(C(C2=CC1)=O)C1C(NC(CC1)=O)=O)F)C